5-(3,7-dimethyloctyl)thieno[3,4-c]pyrrole-4,6-dione CC(CCN1C(C=2C(C1=O)=CSC2)=O)CCCC(C)C